[N+](=O)([O-])O[C@@H](COCCC(=O)O)CO[N+](=O)[O-].COC(=O)CC(CC(=O)O)(C(=O)O)O.C(C1=CC=CC=C1)OC=1C(=NC=CC1Br)C(=O)OC methyl 3-(benzyloxy)-4-bromopyridinecarboxylate methyl-2-hydroxypropane-1,2,3-tricarboxylate 3-[(2S)-2,3-bis(nitrooxy)propoxy]propanoate